N-ethyl-2-({2-[2-(trifluoromethoxy)phenyl][1,2,4]triazolo[1,5-c]quinazolin-5-yl}amino)butanamide C(C)NC(C(CC)NC1=NC=2C=CC=CC2C=2N1N=C(N2)C2=C(C=CC=C2)OC(F)(F)F)=O